Ethyl-vinyl-imidazole chloride salt [Cl-].C(C)C=1N=C(NC1)C=C